FC1=CC=C2C=C(NC2=C1)C=1OC=CN1 2-(6-fluoro-1H-indol-2-yl)oxazole